Bis(2,6-dichlorobenzoyl)-2,4-dimethoxyphenylphosphin oxid ClC1=C(C(=O)P(C2=C(C=C(C=C2)OC)OC)(C(C2=C(C=CC=C2Cl)Cl)=O)=O)C(=CC=C1)Cl